6-Chloro-3-((1-(6-fluoro-2-((1R,5S,6s)-6-methoxy-3-azabicyclo[3.1.0]hexan-3-yl)-3-methyl-4-oxo-3,4-dihydroquinazolin-8-yl)ethyl)amino)picolinic acid ClC1=CC=C(C(=N1)C(=O)O)NC(C)C=1C=C(C=C2C(N(C(=NC12)N1C[C@@H]2C([C@@H]2C1)OC)C)=O)F